(S)-N-(1-(3-(azepan-1-yl)-1,2,4-oxadiazol-5-yl)ethyl)-1-methyl-3-(trifluoromethyl)-1H-pyrazole-5-carboxamide N1(CCCCCC1)C1=NOC(=N1)[C@H](C)NC(=O)C1=CC(=NN1C)C(F)(F)F